ClC(=O)C=1C=CC=C2C=CC(=CC12)C(=O)OC methyl 8-(chlorocarbonyl)-2-naphthoate